CN1CC(C1)(C)[C@@](C=1C=C(C=NC1)C1=NOC(=N1)CCC#N)(C1=CC=C(C=C1)C(C)C)O 3-(3-{5-[(R)-(1,3-dimethyl-azetidin-3-yl)-hydroxy-(4-isopropyl-phenyl)-methyl]-pyridin-3-yl}-[1,2,4]Oxadiazol-5-yl)-propionitrile